NC=1C=CC=2N(C3=CC=C(C=C3C2C1)N)C 3,6-Diamino-9-methylcarbazole